N-[2-[(5-bromo-2-methyl-phenyl)sulfonylamino]-3-methyl-phenyl]carbamic acid tert-butyl ester C(C)(C)(C)OC(NC1=C(C(=CC=C1)C)NS(=O)(=O)C1=C(C=CC(=C1)Br)C)=O